4-((8-(dimethylamino)-2,3,4,5-tetrahydro-1H-benzo[b]azepin-1-yl)methyl)-N-hydroxybenzamide CN(C=1C=CC2=C(N(CCCC2)CC2=CC=C(C(=O)NO)C=C2)C1)C